isobutyl naphthalate C1(=CC=CC2=CC=CC=C12)C(=O)OCC(C)C